8-bromo-3,3-difluoro-1,2,3,4-tetrahydrobenzo[4,5]imidazo[1,2-a]pyridine BrC1=CC2=C(N=C3N2CCC(C3)(F)F)C=C1